2-bromo-1-[1-(1-hydroxyethyl)-2,3-dihydro-1H-indol-5-yl]ethan-1-ol BrCC(O)C=1C=C2CCN(C2=CC1)C(C)O